(+-)-cis-6-(amino)-3-cyclohexene-1-carboxylic acid N[C@H]1CC=CC[C@H]1C(=O)O |r|